7-bromo-4-(oxetan-3-yl)-2,3,4,5-tetrahydrothieno[2,3-f][1,4]thiazepine 1,1-dioxide BrC1=CC2=C(CN(CCS2(=O)=O)C2COC2)S1